(3S,5R)-1-acryloyl-5-(methoxymethyl)pyrrolidin-3-yl-3-bromo-5-(methylamino)-1H-pyrazole-4-carboxamide C(C=C)(=O)N1C[C@H](C[C@@H]1COC)N1N=C(C(=C1NC)C(=O)N)Br